Vinyldimethoxyoctyloxysilan C(=C)[SiH2]OCCCCCCCC(OC)OC